NCC1(CCN(CC1)C=1N(C(C2=C(N1)NN=C2NC2=C(C(=CC=C2)Cl)Cl)=O)C)C 6-(4-(aminomethyl)-4-methylpiperidin-1-yl)-3-((2,3-dichlorophenyl)amino)-5-methyl-1,5-dihydro-4H-pyrazolo[3,4-d]pyrimidin-4-one